copper formate salt C(=O)[O-].[Cu+2].C(=O)[O-]